CC(C)OCC1CNCC1 3-[(propan-2-yloxy)methyl]pyrrolidine